4-(4-(chloromethyl)phenyl)-2-methylpyrimidine ClCC1=CC=C(C=C1)C1=NC(=NC=C1)C